3-chloro-N-[2-fluoro-3-(4,4,5,5-tetramethyl-[1,3,2]dioxaborolan-2-yl)-phenyl]-4-methoxy-N-methoxymethyl-benzenesulfonamide ClC=1C=C(C=CC1OC)S(=O)(=O)N(COC)C1=C(C(=CC=C1)B1OC(C(O1)(C)C)(C)C)F